BrC=1C=C2C(=CN1)NC(=C2)C(=O)N[C@@H]2[C@H]([C@H]1C(CC2C1)(C)C)C 5-bromo-N-[(1S,2S,3S,5R)-2,6,6-trimethylnorbornane-3-yl]-1H-pyrrolo[2,3-c]Pyridine-2-carboxamide